1-(phenylseleno)-4-methoxybenzene C1(=CC=CC=C1)[Se]C1=CC=C(C=C1)OC